[C-]#[C-].[Na+].[Na+] sodium carbide